FC(C1=CC(=CC=C1)C(F)(F)F)(F)F 1,3-bis-trisFluoromethylbenzene